(3aR,5s,6aS)-N-[6-(1,3-benzodioxol-5-yl)pyridazin-3-yl]-2-(tetrahydropyran-4-ylmethyl)-3,3a,4,5,6,6a-hexahydro-1H-cyclopenta[c]pyrrol-5-amine O1COC2=C1C=CC(=C2)C2=CC=C(N=N2)NC2C[C@@H]1[C@@H](CN(C1)CC1CCOCC1)C2